O=C(CN1N=C(C2=C1C[C@@H]1[C@H]2C1)C(=O)OCC)N1C2(CC2)CNCC1 (3bR,4aR)-ethyl 1-(2-oxo-2-(4,7-diazaspiro[2.5]octan-4-yl)ethyl)-3b,4,4a,5-tetrahydro-1H-cyclopropa[3,4]cyclopenta[1,2-c]pyrazole-3-carboxylate